1-Heptyne C#CCCCCC